FC1=C(OC2=C(C=C(C=C2)NS(=O)(=O)C2=CC=C(C=C2)OC)C=2C(=NOC2C)C)C=CC(=C1)F N-(4-(2,4-difluorophenoxy)-3-(3,5-dimethylisoxazol-4-yl)phenyl)-4-methoxybenzenesulfonamide